C(C)(C)C1=C(OC=2N=NC=CC2)C(=CC=C1)C(C)C 2,6-Diisopropylphenoxypyridazine